C1(C=CC(N1CCCCCCOC1=NC(=NC(=N1)OC1=CC=C(C=C1)CCNC1=NC=NC=N1)Cl)=O)=O 6-[2-(4-(2-(6-maleimidohexyloxy)-6-chloro-1,3,5-triazin-4-yloxy)phenyl)ethylamino]1,3,5-triazine